10Z-Tetradecadienal C(C=CC=CCCCCCCCCC)=O